4-(2-fluoro-4-nitrophenoxy)piperidine-1-carboxylic acid tert-butyl ester C(C)(C)(C)OC(=O)N1CCC(CC1)OC1=C(C=C(C=C1)[N+](=O)[O-])F